3,3-difluoro-2-(4-methyl-3-(4,4,5,5-tetramethyl-1,3,2-dioxaborolan-2-yl)phenyl)propane-1,2-diol FC(C(CO)(O)C1=CC(=C(C=C1)C)B1OC(C(O1)(C)C)(C)C)F